N-(3-(11,12-methylene)octadecanoyloxy-octadecanoyl)ornithine C1C(CCCCCCCCCC(=O)OCCCCCCCCCCCCCCCCCC(=O)N[C@@H](CCCN)C(=O)O)C1CCCCCC